ClC1=C(C(=O)N(C)C)C=CC(=C1)NC1CN(C1)C1CCN(CC1)C(=O)C1(CCCC1)C1=CC(=CC=C1)OC 2-chloro-4-(1-(1-(1-(3-methoxyphenyl)cyclopentanecarbonyl)piperidin-4-yl)azetidin-3-ylamino)-N,N-dimethylbenzamide